OC(C)C1=CC=C(N)C=C1 4-(1-hydroxyethyl)aniline